4-[Acetyl-(methyl)amino]-N-[2-(diethylamino)ethyl]benzamide C(C)(=O)N(C1=CC=C(C(=O)NCCN(CC)CC)C=C1)C